OCCN1CC(C1)C=1C(=C(C#N)C=CC1OC)C 3-[1-(2-hydroxyethyl)azetidin-3-yl]-4-methoxy-2-methylbenzonitrile